N-boc-4-(2-hydroxyethyl)piperidine C(=O)(OC(C)(C)C)N1CCC(CC1)CCO